C(C)OCCOCCF 1-(2-ethoxyethoxy)-2-fluoroethane